methyl 7-[(3R,5S)-4-(tert-butoxycarbonyl)-3,5-dimethylpiperazin-1-yl]-1H-1,3-benzodiazole-4-carboxylate C(C)(C)(C)OC(=O)N1[C@@H](CN(C[C@@H]1C)C1=CC=C(C2=C1NC=N2)C(=O)OC)C